2-[(3S)-1-[(2R)-2-[[4-(2-chloro-4-fluoro-phenyl)-7-quinolyl]oxy]propanoyl]-3-piperidyl]acetic acid ClC1=C(C=CC(=C1)F)C1=CC=NC2=CC(=CC=C12)O[C@@H](C(=O)N1C[C@@H](CCC1)CC(=O)O)C